C(C)(C)(C)OC(CCN1C(=NC2=C1C(=CC(=C2)C(=O)OC)OC)C2=CC=1C(=NC=CC1)N2CCCOC2=C(C=CC=C2)[N+](=O)[O-])=O methyl 1-(3-(tert-butoxy)-3-oxopropyl)-7-methoxy-2-(1-(3-(2-nitrophenoxy) propyl)-1H-pyrrolo[2,3-b]pyridin-2-yl)-1H-benzo[d]imidazole-5-carboxylate